BrCC1CCO1 4-bromomethyl-oxetane